difluoro-2-(3-methyl-4-(trifluoromethoxy)phenyl)acetamide FC(C(=O)N)(C1=CC(=C(C=C1)OC(F)(F)F)C)F